(7R,8S)-7-[(5S)-5H-imidazo[4,3-a]isoindol-5-yl]-5,6,7,8-tetrahydroisoquinolin-8-ol C=1N=CN2C1C1=CC=CC=C1[C@@H]2[C@H]2CCC=1C=CN=CC1[C@H]2O